C(CCC)OC(=O)[N-]S(=O)(=O)C1=C(C=C(C=C1)CC(C)C)C1=CC=C(C=C1)CN1C(=NC=C1)C=1SC=CN1.[K+] Potassium (butoxycarbonyl)((5-isobutyl-4'-((2-(thiazol-2-yl)-1H-imidazolyl)methyl)-[1,1'-biphenyl]-2-yl)sulfonyl)amide